C4-methoxybenzyl chloride COC1=CC=C(CCl)C=C1